Diallyldimethylammonium bromide [Br-].C(C=C)[N+](C)(C)CC=C